C1(=CC=CC=C1)NC(CN1CCN(CC1)C(=O)C=1SC=CC1)=O N-phenyl-2-(4-(thiophene-2-carbonyl)piperazin-1-yl)acetamide